COC(=O)C1=CC2=C(N=C(N2CC=2N(C=NC2)CC)CCl)C=C1.[Si](C1=CC=CC=C1)(C1=CC=CC=C1)(C(C)(C)C)OCC1=CC(=NC=C1OC)NS(=O)(=O)C N-(4-(((tert-butyldiphenylsilyl)oxy)methyl)-5-methoxypyridin-2-yl)methanesulfonamide methyl-2-(chloromethyl)-3-[(3-ethylimidazol-4-yl)methyl]benzimidazole-5-carboxylate